ClC1=CC=C(C[C@H]2CO[C@H](CN2C2CCC(CC2)C2=NN(C(=C2)C)C)C(C)(C)O)C=C1 2-((2R,5S)-5-(4-chlorobenzyl)-4-(4-(1,5-dimethyl-1H-pyrazol-3-yl)cyclohexyl)morpholin-2-yl)propan-2-ol